2-methylpropan-amine CC(CN)C